COC=1C=C(C=CC1)NC(=S)NC(C)C1=CC=CC=C1 1-(3-methoxyphenyl)-3-(1-phenylethyl)thiourea